3-(2-imino-1-methyl-imidazolidin-4-yl)-propionic acid N=C1N(CC(N1)CCC(=O)O)C